NC1=NC=NN2C1=C(C=C2C=2C(=CC(=C(C(=O)N[C@@H]1CN(C[C@@H]1F)C(=O)C1(CCCC1)O)C2)Cl)F)C(F)(F)F 5-[4-amino-5-(trifluoromethyl)pyrrolo[2,1-f][1,2,4]triazin-7-yl]-2-chloro-4-fluoro-N-[(3R,4S)-4-fluoro-1-(1-hydroxycyclopentanecarbonyl)pyrrolidin-3-yl]benzamide